5-bromo-2-methyl-2,3-dihydro-1H-inden-1-one BrC=1C=C2CC(C(C2=CC1)=O)C